bis(2-(2,4-difluorophenyl)quinoline) picolinate N1=C(C=CC=C1)C(=O)O.FC1=C(C=CC(=C1)F)C1=NC2=CC=CC=C2C=C1.FC1=C(C=CC(=C1)F)C1=NC2=CC=CC=C2C=C1